2,3,5,6-tetrafluoro-4-(4-(2-(4-((4-vinylbenzyl)oxy)phenyl)propan-2-yl)phenoxy)benzonitrile FC1=C(C#N)C(=C(C(=C1F)OC1=CC=C(C=C1)C(C)(C)C1=CC=C(C=C1)OCC1=CC=C(C=C1)C=C)F)F